N1C=CC2=C(C=CC=C12)NC([O-])=O (1H-indole-4-yl)carbamate